O=C1C(=C(C=NN1)N[C@H](CO[C@H]1C(N(CCC1)C1CCN(CC1)C1=NC=C(C=N1)C(F)(F)F)=O)C)C(F)(F)F (R)-3-((S)-2-((6-oxo-5-(trifluoromethyl)-1,6-dihydropyridazin-4-yl)amino)propoxy)-1'-(5-(trifluoromethyl)pyrimidin-2-yl)-[1,4'-bipiperidin]-2-one